FC1=C(C=CC(=C1)C(F)(F)F)[C@H](NC(=O)[C@@H]1N([C@@H]2C[C@@H]2C1)C(=O)C1=NC(=CC=C1)C(F)(F)F)C1COC1 (1R,3R,5R)-N-((R)-(2-fluoro-4-(trifluoromethyl)phenyl)(3-oxetanyl)methyl)-2-((6-(trifluoromethyl)-2-pyridinyl)carbonyl)-2-azabicyclo[3.1.0]hexane-3-carboxamide